(R)-2-Methyl-1-(4-(pyrrolidin-3-yl)piperazin-1-yl)propan-2-ol CC(CN1CCN(CC1)[C@H]1CNCC1)(C)O